OC=1C=C(C=CC1O)[C@H]1[C@@H](OC2=C(O1)C=C(C=C2)CCNC(C)=O)NC(C)=O trans-2-(3',4'-dihydroxyphenyl)-3-acetylamino-7-(N-acetyl-2'-aminoethyl)-1,4-benzodioxane